C1(CC1)[C@H](C1=CC=2N(N=C1)C=C(N2)[C@@H](NC(=O)C2=NON=C2C)C2CCC(CC2)(F)F)N2C(NCC(C2)(F)F)=O N-((S)-(7-((R)-Cyclopropyl(5,5-difluoro-2-oxotetrahydropyrimidin-1(2H)-yl)methyl)imidazo[1,2-b]pyridazin-2-yl)(4,4-difluorocyclohexyl)methyl)-4-methyl-1,2,5-oxadiazole-3-carboxamide